N-[6-(3-chloro-4-fluorophenyl)-2H,3H,4H-pyrido[3,2-b][1,4]-oxazin-8-yl]pyridin-4-amine ClC=1C=C(C=CC1F)C=1C=C(C=2OCCNC2N1)NC1=CC=NC=C1